CS(=O)(=O)C1=CC=C2CC(CC2=C1)N(CCC)CCC (6-methylsulfonyl-indan-2-yl)-dipropyl-amine